COC(CCC(=O)OC)OC methyl 4,4-dimethoxybutyrate